5-pyrrolidin-1-yl-pyridine-3-carboxamide N1(CCCC1)C=1C=C(C=NC1)C(=O)N